Cl.N1N=CC=C1C1=CC2=NC(=CC(=C2S1)NCC1CCOCC1)N 2-(1H-pyrazol-5-yl)-N7-((tetrahydro-2H-pyran-4-yl)methyl)thieno[3,2-b]pyridine-5,7-diamine hydrochloride